N1(CCOCC1)CCCOC1=CC=C(C(=O)NC2=CC(=NN2)C=2SC=CC2)C=C1 4-(3-Morpholinylpropoxy)-N-(3-(thien-2-yl)-1H-pyrazol-5-yl)benzamide